C1=CC=CC=2C3=CC=CC=C3C(C12)COC(=O)N(CCN([C@@H](CC(=O)OC)C1=CC=C(C=C1)C1=CC=C(C2=CC=CC=C12)OCC1=CC=CC=C1)C(=O)OC(C)(C)C)CCOC Methyl (S)-3-((2-((((9H-fluoren-9-yl)methoxy)carbonyl)(2-methoxyethyl)amino)ethyl)(tert-butoxycarbonyl)amino)-3-(4-(4-(benzyloxy)naphthalen-1-yl)phenyl)propanoate